methyl 4,5-dichloro-3-fluoro-thiophene-2-carboxylate ClC=1C(=C(SC1Cl)C(=O)OC)F